OC1=C(C=C(C=C1)[O-])CO 4-hydroxy-3-(hydroxymethyl)phenolate